tert-butyl ((4-(((S)-1-((S)-2-cyano-4,4-difluoropyrrolidin-1-yl)-1-oxopropan-2-yl)carbamoyl)pyridin-2-yl)methyl)carbamate C(#N)[C@H]1N(CC(C1)(F)F)C([C@H](C)NC(=O)C1=CC(=NC=C1)CNC(OC(C)(C)C)=O)=O